1-(5-((dimethylamino)methyl)pyrimidin-2-yl)piperidin CN(C)CC=1C=NC(=NC1)N1CCCCC1